4-(2-phenylethynyl)-1H-pyrazole C1(=CC=CC=C1)C#CC=1C=NNC1